CC1=CC=C(C=C1)S(=O)(=O)[O-].C12CCC(C(OC1)O2)[NH3+] 6,8-Dioxabicyclo[3.2.1]octan-4-aminium 4-methylbenzene-1-sulfonate